C1(=CC=CC=C1)C(C)NC1=NC=NC2=CC=C(C=C12)C=1C=NC=C(C#N)C1 5-(4-((1-phenyl-ethyl)amino)-quinazolin-6-yl)-nicotinonitrile